OC1=C(C(/C=C/C2=CC(=C(C=C2)O)O)=O)C=CC(=C1)O 2',4',3,4-tetrahydroxychalcone